12-benzyloxy-hexacosadienoic acid methyl ester COC(C=CC=CCCCCCCC(CCCCCCCCCCCCCC)OCC1=CC=CC=C1)=O